ClC1=C(C=C(C=C1)Cl)C=1NC2=CC=CC=C2C1C=O 2-(2,5-DICHLOROPHENYL)-1H-INDOLE-3-CARBALDEHYDE